O[C@@H](C)C1=C(C(=O)N)C=CC=C1 ((S)-1-hydroxyethyl)benzamide